FC(C(=O)O)(F)F.ClC1=C(C=C(C=C1)C1(CNC1)OC)F 3-(4-chloro-3-fluorophenyl)-3-methoxyazetidine trifluoroacetate salt